C(C)OC(/C(=C/CCC(CCC(=O)O)(F)F)/C)=O (E)-9-ethoxy-4,4-difluoro-8-methyl-9-oxonon-7-enoic acid